C1CCC12N(CCOC2)C2=NC(=NC(=N2)N2C1(CCC1)COCC2)C=2C(=CC(=NC2)N)C(F)F 5-[4,6-bis(8-oxa-5-azaspiro[3.5]non-5-yl)-1,3,5-triazin-2-yl]-4-(difluoromethyl)pyridin-2-amine